O[C@H]1[C@H](C(C=C1C)(C)C)CO (1R,2S)-(2-hydroxy-3,5,5-trimethyl-3-cyclopentenyl)methanol